ethyl 4-(2-(6-(3-(((tert-butoxycarbonyl) (methyl) amino) methyl) imidazo[1,2-a]pyridin-6-yl)-2,3-difluorophenoxy) ethyl)-1,5-dimethyl-1H-pyrazole-3-carboxylate C(C)(C)(C)OC(=O)N(C)CC1=CN=C2N1C=C(C=C2)C2=CC=C(C(=C2OCCC=2C(=NN(C2C)C)C(=O)OCC)F)F